1,4-cyclohexane-dimethanol C1(CCC(CC1)CO)CO